1-eicosanoyl-2-(9Z-hexadecenoyl)-glycero-3-phospho-(1'-sn-glycerol) CCCCCCCCCCCCCCCCCCCC(=O)OC[C@H](COP(=O)(O)OC[C@H](CO)O)OC(=O)CCCCCCC/C=C\CCCCCC